2-oxabicyclo-[3.3.0]oct-6-ene C12OCCC2C=CC1